C1(CCCCC1)CN1N=CC(=C1C)C=1C(=NC(=CC1)N1CC2=C(C=CC=C2CC1)C(NC=1SC=C(N1)C)=O)C(=O)NS(=O)(=O)CCCCCC(=O)OC(C)(C)C Tert-butyl 6-(N-(3-(1-(cyclohexylmethyl)-5-methyl-1H-pyrazol-4-yl)-6-(8-((4-methylthiazol-2-yl)carbamoyl)-3,4-dihydroisoquinolin-2(1H)-yl)picolinoyl)sulfamoyl)hexanoate